C(C)(=O)OCCC1=C(C(=CC=C1)NC)OCOC 2-(2-(Methoxymethoxy)-3-(methylamino)phenyl)ethyl acetate